OC=1C=C(C=CC1O)/C=C/C(=O)NC([C@H](C1=CC=C(C=C1)S(=O)(=O)C)O)CF (E)-3-(3,4-dihydroxyphenyl)-N-((1S)-3-fluoro-1-hydroxy-1-(4-(methylsulfonyl)phenyl)propan-2-yl)acrylamide